Methyl (2R)-2-((tert-butoxycarbonyl)amino)-5-(3,4-dichloro-2-(hydroxy(4-(methyl(phenyl) amino)pyrazolo[1,5-a][1,3,5]triazin-8-yl)methyl)phenoxy)pentanoate C(C)(C)(C)OC(=O)N[C@@H](C(=O)OC)CCCOC1=C(C(=C(C=C1)Cl)Cl)C(C=1C=NN2C1N=CN=C2N(C2=CC=CC=C2)C)O